ClC1=C2C(=NC=C1)NC(=C2C=2C=CC(=C(C2)NC(C=C)=O)C)C2=CC=C(C=C2)CCN(C)C N-(5-(4-chloro-2-(4-(2-(dimethylamino)ethyl)phenyl)-1H-pyrrolo[2,3-b]pyridin-3-yl)-2-methylphenyl)acrylamide